(2S)-N-[(1S)-1-cyano-2-[4-(3-methyl-2-oxo-2,3-dihydro-1,3-benzoxazol-5-yl)phenyl]ethyl]-6-hydroxy-6-(pyridin-2-ylmethyl)-1,4-oxazepane-2-carboxamide C(#N)[C@H](CC1=CC=C(C=C1)C=1C=CC2=C(N(C(O2)=O)C)C1)NC(=O)[C@H]1OCC(CNC1)(CC1=NC=CC=C1)O